C(CCC(=O)O)(=O)O (-)-succinic acid